N1=CC(=C2N1C=CC=C2)C2=C1CNC(C1=C(C=C2)C2=NC=1CNCCC1N2)=O 4-(pyrazolo[1,5-a]pyridin-3-yl)-7-(4,5,6,7-tetrahydro-1H-imidazo[5,4-c]pyridin-2-yl)-2,3-dihydro-1H-isoindol-1-one